BrC=1C=C(C=CC1)C1(CC(C1)COC)C1=NN=CN1C 3-(1-(3-bromophenyl)-3-(methoxymethyl)cyclobutyl)-4-methyl-4H-1,2,4-triazole